C(C1=CC=CC=C1)N(CCCCCCO)C 6-(benzyl(methyl)amino)hexan-1-ol